C(C)(C)N1N=CC(=C1C1=NN2C(N(CCC2)CC2=CC=C(C=C2)C=2N(C=C(N2)C(F)(F)F)C)=N1)C 2-(1-isopropyl-4-methyl-1H-pyrazol-5-yl)-4-(4-(1-methyl-4-(trifluoromethyl)-1H-imidazol-2-yl)benzyl)-4,5,6,7-tetrahydro-[1,2,4]triazolo[1,5-a]pyrimidine